[5-(methoxymethyl)-2-methyl-pyrazol-3-yl]boronic acid COCC=1C=C(N(N1)C)B(O)O